COC(C(=COC)C1=C(C=CC=C1)CSC(=NC1=CC=C(C=C1)OC)C1CC1)=O 3-methoxy-2-(2-(N-(4-methoxy-phenyl)-cyclopropanecarboximidoyl-thiomethyl)-phenyl)-acrylic acid methyl ester